COC1=C(C=C(C=C1)C(=O)OC)NCCC(=O)O 3-((2-methoxy-5-(methoxycarbonyl)phenyl)amino)propionic acid